2-(2,6-dioxopiperidin-3-yl)-5-(4-((1-(4-(1-(4-hydroxyphenyl)-2-phenylbut-1-en-1-yl)phenyl)piperidin-4-yl)methyl)-2,6-dimethylpiperazin-1-yl)isoindoline-1,3-dione O=C1NC(CCC1N1C(C2=CC=C(C=C2C1=O)N1C(CN(CC1C)CC1CCN(CC1)C1=CC=C(C=C1)C(=C(CC)C1=CC=CC=C1)C1=CC=C(C=C1)O)C)=O)=O